ClC=1C=C2C3=C(NC2=CC1Cl)CN(CC3C)C(=O)OC(C)(C)C tert-butyl 6,7-dichloro-4-methyl-1H,3H,4H,9H-pyrido[3,4-b]indole-2-carboxylate